N-tert-butyl-3-[[2-(3,5-difluoro-2-hydroxy-phenyl)acetyl]amino]benzamide C(C)(C)(C)NC(C1=CC(=CC=C1)NC(CC1=C(C(=CC(=C1)F)F)O)=O)=O